4-((3-(8-(((3-fluoro-1-methylazetidin-3-yl)methyl)amino)-3-((trifluoromethyl)thio)imidazo[1,2-a]pyridin-2-yl)prop-2-yn-1-yl)amino)-3-methoxy-N-methylbenzamide FC1(CN(C1)C)CNC=1C=2N(C=CC1)C(=C(N2)C#CCNC2=C(C=C(C(=O)NC)C=C2)OC)SC(F)(F)F